3,5-di-tert-butyl-4-methoxybenzaldehyde C(C)(C)(C)C=1C=C(C=O)C=C(C1OC)C(C)(C)C